C1=CC=CC=2C3=CC=CC=C3C(C12)COC(=O)N[C@@H](C(=O)NCCC[C@H](C(=O)O)NC(=O)OC(C)(C)C)CC1=CC=C(C=C1)C1=CC=CC=C1 (R)-5-((R)-2-((((9H-fluoren-9-yl)methoxy)carbonyl)amino)-3-([1,1'-biphenyl]-4-yl)propanamido)-2-((tert-butoxycarbonyl)amino)pentanoic acid